6-amino-3-[2-chloro-3-(2-hydroxyethyl)-1H-pyrrolo[2,3-b]pyridin-5-yl]-2-fluoro-N,N-dimethylbenzamide NC1=CC=C(C(=C1C(=O)N(C)C)F)C=1C=C2C(=NC1)NC(=C2CCO)Cl